C(C)C1=NC2=C(N1C1=NC(=C3N=C(N(C3=N1)C)CN1C(CN(CC1)C1CCC(CC1)(F)F)=O)N1CCOCC1)C=CC=C2 1-((2-(2-ethyl-1H-benzoimidazol-1-yl)-9-methyl-6-morpholinyl-9H-purin-8-yl)methyl)-4-(4,4-difluorocyclohexyl)-piperazin-2-one